C(#N)C1=C(N=C2N(C1=O)C=C(C=C2[C@@H](C)NC2=C(C(=O)O)C=CC=C2)C)N2CC(C2)F (R)-2-((1-(3-cyano-2-(3-fluoroazetidin-1-yl)-7-methyl-4-oxo-4H-pyrido[1,2-a]pyrimidin-9-yl)ethyl)amino)benzoic acid